OC1=C(C=C(C=C1C(C)(C)C)C(CCOC(CC)=O)CCCCC)C(C)(C)C 3-(4-hydroxy-3,5-di-t-butylphenyl)octylpropionate